ClC=1C=C2C(=CNC2=CC1)NC(=O)NC1=CC(=C(C=C1)C=1CCN(CC1)CCSC(F)(F)F)F 1-(5-chloro-1H-indol-3-yl)-3-(3-fluoro-4-(1-(2-((trifluoromethyl)thio)ethyl)-1,2,3,6-tetrahydropyridin-4-yl)phenyl)urea